2-(6-chloro-1-((2R,3R)-3-fluoro-2-methylazetidin-1-yl)-2,7-Naphthyridin-4-yl)prop-2-en-1-ol ClC=1C=C2C(=CN=C(C2=CN1)N1[C@@H]([C@@H](C1)F)C)C(CO)=C